ClC1=C(C#N)C=CC(=C1)N1[C@H](O[C@@H](C1)COC1=CC=C(C=C1)C#N)C(F)(F)F 2-Chloro-4-((2R,5S)-5-((4-cyanophenoxy)methyl)-2-(trifluoromethyl)oxazolidin-3-yl)benzonitril